[Cu](Cl)Cl.[Cu] copper-copper chloride